1-(6-chloro-8-fluoro-7-(2-fluorophenyl)quinazolin-4-yl)piperidin-4-ylamine hydrochloride Cl.ClC=1C=C2C(=NC=NC2=C(C1C1=C(C=CC=C1)F)F)N1CCC(CC1)N